FC=1C=C(/C=C/C=2C=C3CC(C(C3=CC2)NC(O[C@@H]2CN3CCC2CC3)=O)(C)C)C=CC1 (S)-quinuclidin-3-yl (5-((E)-3-fluorostyryl)-2,2-dimethyl-2,3-dihydro-1H-inden-1-yl)carbamate